3-(Dimethylamino)-1-(2-methylphenyl)prop-2-en-1-one CN(C=CC(=O)C1=C(C=CC=C1)C)C